3-(3-(4-(((tert-Butyldimethylsilyl)oxy)methyl)phenyl)-5-(2-isopropyl-2H-1,2,3-triazol-4-yl)-3H-imidazo[4,5-b]pyridin-2-yl)pyridin-2-amine [Si](C)(C)(C(C)(C)C)OCC1=CC=C(C=C1)N1C(=NC=2C1=NC(=CC2)C2=NN(N=C2)C(C)C)C=2C(=NC=CC2)N